methylbis(trifluoroacetoxy)silane C[SiH](OC(C(F)(F)F)=O)OC(C(F)(F)F)=O